C1(=CC=CC=C1)C1=C2C(=C(N=N1)C1=CC=CC=C1)N=CC=N2 5,8-Diphenylpyrazino[2,3-D]pyridazine